2-methyl-pyrrole dithioformate C(=S)S.CC=1NC=CC1